4-[1-(dibenzylamino)cyclopropyl]butan-2-one C(C1=CC=CC=C1)N(C1(CC1)CCC(C)=O)CC1=CC=CC=C1